NC([C@H](CCC(=O)OC(C)(C)C)N1C(C2=CC=C(C(=C2C1)F)C1=NC=CC(=C1)CO)=O)=O tert-butyl (S)-5-amino-4-(4-fluoro-5-(4-(hydroxymethyl) pyridin-2-yl)-1-oxoisoindolin-2-yl)-5-oxopentanoate